2-(2'-hydroxy-4'-n-octoxyphenyl)benzotriazoleN OC1=C(C=CC(=C1)OCCCCCCCC)N1NC2=C(N1)C=CC=C2